2-(4-((2,3-Dihydrobenzo[b][1,4]dioxin-6-yl-2,2,3,3-d4)oxy)piperidin-1-yl-2,2,6,6-d4)-6,7-dihydro-5H-pyrrolo[3,4-b]pyridin-5-one O1C2=C(OC(C1([2H])[2H])([2H])[2H])C=C(C=C2)OC2CC(N(C(C2)([2H])[2H])C2=CC=C1C(=N2)CNC1=O)([2H])[2H]